3-{[(3S,4R)-4-hydroxyoxolan-3-yl]oxy}-6-(2-hydroxypropan-2-yl)-2,3-dihydro-1H-isoindol-1-one O[C@H]1[C@H](COC1)OC1NC(C2=CC(=CC=C12)C(C)(C)O)=O